4-(2-(2-(diethylamino)ethoxy)phenyl)-1,6-dimethylpyrimidine C(C)N(CCOC1=C(C=CC=C1)C1=NCN(C(=C1)C)C)CC